5-(butanoylsulfamoyl)-N-[3-(5-chloro-1,3-benzoxazol-2-yl)-1-bicyclo[1.1.1]pentanyl]furan-2-carboxamide C(CCC)(=O)NS(=O)(=O)C1=CC=C(O1)C(=O)NC12CC(C1)(C2)C=2OC1=C(N2)C=C(C=C1)Cl